(2,6-dibromo-4-fluorophenyl)ethan-1-amine BrC1=C(C(=CC(=C1)F)Br)C(C)N